(Z)-hex-3-en-1-yl acetate C(C)(=O)OCC\C=C/CC